3-(4-bromo-1H-indol-3-yl)acrylic acid BrC1=C2C(=CNC2=CC=C1)C=CC(=O)O